2-(1-methyl-1H-pyrazol-4-yl)-3H-imidazo[4,5-b]pyridine CN1N=CC(=C1)C1=NC=2C(=NC=CC2)N1